N-Methyl-5-[1-methyl-4-(1H-pyrazol-4-yl)-1H-pyrrolo[2,3-c]pyridin-7-yl]-N-(piperidin-4-yl)[1,3]thiazolo[5,4-d][1,3]thiazol-2-amin CN(C=1SC=2N=C(SC2N1)C=1N=CC(=C2C1N(C=C2)C)C=2C=NNC2)C2CCNCC2